C(CC1=CC=CC=C1)NC(=O)C=1OC2=C(C1)C=CC=C2 N-phenethylbenzofuran-2-carboxamide